CN1C(N(C(C2=C1C=CN2[C@H](C(=O)NC=2SC=C(N2)C=2C=NC(=NC2)F)C)=O)C)=O (S)-2-(1,3-dimethyl-2,4-dioxo-1,2,3,4-tetrahydro-5H-pyrrolo[3,2-D]pyrimidin-5-yl)-N-(4-(2-fluoropyrimidin-5-yl)thiazol-2-yl)propanamide